4-chloro-2-((2-chloro-4-nitrophenyl)carbamoyl)phenyl octanoate C(CCCCCCC)(=O)OC1=C(C=C(C=C1)Cl)C(NC1=C(C=C(C=C1)[N+](=O)[O-])Cl)=O